isobutylether myristate C(CCCCCCCCCCCCC)(=O)O.C(C(C)C)OCC(C)C